CN(C)\C=C(/C(=O)OCC)\C(CC(OCC)OCC)=O ethyl (Z)-2-((dimethylamino)methylene)-5,5-diethoxy-3-oxopentanoate